tert-butoxycarbonyl-L-glutamic acid dimethyl ester COC([C@@H](NC(=O)OC(C)(C)C)CCC(=O)OC)=O